2-(3-hydroxyphenyl)-6-(phenylsulfonyl)imidazo[4,5-d]pyrrolo[2,3-b]pyridine OC=1C=C(C=CC1)C1=NC=2C(C=3C(=NC2)N(CC3)S(=O)(=O)C3=CC=CC=C3)=N1